BrC=1C=C(C=CC1N1C[C@@H](CC1)OC)C1=CC(C(=CN1C1=CC2=C(N=C(O2)N2CCN(CC2)CCOC)C=C1)C(=O)O)=O (R)-6-(3-bromo-4-(3-methoxypyrrolidin-1-yl)phenyl)-1-(2-(4-(2-methoxyethyl)piperazin-1-yl)benzo[d]oxazol-6-yl)-4-oxo-1,4-dihydropyridine-3-carboxylic acid